3-fluoro-4-methoxy-2-hydroxy-4,5,6-trimethoxychalcone FC1C(=C(C(=C(C1(OC)OC)OC)OC)\C=C\C(=O)C1=CC=CC=C1)O